phosphono-triethanolamine P(=O)(O)(O)OCCN(CCO)CCO